tert-Butyl (1S,4S)-5-(4-((3,4-dichloro-2-methoxyphenyl)amino)pyrido[3,2-d]pyrimidin-6-yl)-2,5-diazabicyclo[2.2.1]heptane-2-carboxylate ClC=1C(=C(C=CC1Cl)NC=1C2=C(N=CN1)C=CC(=N2)N2[C@@H]1CN([C@H](C2)C1)C(=O)OC(C)(C)C)OC